The molecule is a monohydroxybenzoic acid that is 4-hydroxybenzoic acid substituted by a geranyl group at position 3 and a prenyl group at position 5. Isolated from Myrsine seguinii, it exhibits anti-inflammatory activity. It has a role as a metabolite, an anti-inflammatory agent, an antineoplastic agent and an EC 4.4.1.11 (methionine gamma-lyase) inhibitor. CC(=CCC/C(=C/CC1=CC(=CC(=C1O)CC=C(C)C)C(=O)O)/C)C